CN1C(N(C=2N=C(N(C2C1=O)C)S(=O)(=O)C)CC#N)=O 2-(1,7-dimethyl-8-(methylsulfonyl)-2,6-dioxo-1H-purin-3(2H,6H,7H)-yl)acetonitrile